7-bromo-6-fluorobenzo[d][1,3]dioxol-5-amine BrC1=C(C(=CC2=C1OCO2)N)F